4-(5-(difluoromethyl)-1,2,4-oxadiazol-3-yl)-N-(5-fluoropyridin-2-yl)-6-methylpicolinamide FC(C1=NC(=NO1)C1=CC(=NC(=C1)C)C(=O)NC1=NC=C(C=C1)F)F